C(#N)C=1C=C(C=CC1)C=1N=C(SC1C1=CC(=NC(=C1)CC)CC)N1CCC2(CCNC2=O)CC1 N-[4-(3-cyanophenyl)-5-(2,6-diethyl-4-pyridyl)thiazol-2-yl]-1-oxo-2,8-diazaspiro[4.5]decane